2,2,7,7-tetrabromo-9,9-spirobifluorene BrC1(C=C2C3(C4=CC(C=CC4=C2C=C1)(Br)Br)C1=CC=CC=C1C=1C=CC=CC13)Br